N-(3-chlorobenzyl)-4-(furo[3,2-c]pyridin-4-yl)benzamide ClC=1C=C(CNC(C2=CC=C(C=C2)C2=NC=CC3=C2C=CO3)=O)C=CC1